2,2-Dipropyl-[1,3]-dioxan-4,6-dion C(CC)C1(OC(CC(O1)=O)=O)CCC